BrC=1C=C2OC=3C=CC=CC3N3C2=C(C1)OC=1C=CC=CC13 7-bromo-5,9-dioxa-13b-azanaphtho[3,2,1-de]anthracene